(R)-5-chloro-N2-(9-methoxy-1,2,4a,5-tetrahydro-4H-benzo[b][1,4]oxazino[4,3-d][1,4]oxazin-8-yl)-N4-(2-(methylsulfonyl)phenyl)pyrimidine-2,4-diamine ClC=1C(=NC(=NC1)NC=1C(=CC2=C(OC[C@@H]3N2CCOC3)C1)OC)NC1=C(C=CC=C1)S(=O)(=O)C